1-({3,4-difluoro-2-[(2-fluoro-4-iodophenyl)amino]phenyl}carbonyl)-3-(2-hydroxy-1,1-dimethylethyl)azetidin-3-ol FC=1C(=C(C=CC1F)C(=O)N1CC(C1)(O)C(CO)(C)C)NC1=C(C=C(C=C1)I)F